(2R)-N-[2,7-difluoro-2-[[2-[2-oxo-3-(3-oxo-4H-pyrazino[2,3-b][1,4]oxazin-6-yl)oxazolidin-5-yl]ethylamino]methyl]indan-5-yl]-2-(dimethylamino)propanamide FC1(CC2=C(C=C(C=C2C1)NC([C@@H](C)N(C)C)=O)F)CNCCC1CN(C(O1)=O)C1=NC2=C(OCC(N2)=O)N=C1